(2S,4R)-4-fluoro-N-[(S)-[3-fluoro-4-(propan-2-yl)phenyl](phenyl)methyl]-1-[2-(4H-1,2,4-triazol-4-yl)acetyl]pyrrolidine-2-carboxamide F[C@@H]1C[C@H](N(C1)C(CN1C=NN=C1)=O)C(=O)N[C@@H](C1=CC=CC=C1)C1=CC(=C(C=C1)C(C)C)F